3-[5-(4-piperidyl)-2,3-dihydropyrido[3,4-b][1,4]oxazin-1-yl]piperidine-2,6-dione N1CCC(CC1)C1=NC=CC2=C1OCCN2C2C(NC(CC2)=O)=O